C(=C)[Si](C)(C)C Vinyl-trimethyl-silane